C(C1=CC=CC=C1)OCCCOC1C2(CC2)CCN(C1)C(=O)OC(C)(C)C tert-butyl 4-(3-(benzyloxy)propoxy)-6-azaspiro[2.5]octane-6-carboxylate